C(C)(C)(C)OC(N(C1CC(C1)=O)C)=O N-methyl-N-(3-oxocyclobutyl)carbamic acid tert-butyl ester